9-(3-bromophenyl)-2-(phenanthr-9-yl)-9H-carbazole-1,3,4,5,6,7,8-d7 BrC=1C=C(C=CC1)N1C2=C(C(=C(C(=C2C=2C(=C(C(=C(C12)[2H])C=1C2=CC=CC=C2C=2C=CC=CC2C1)[2H])[2H])[2H])[2H])[2H])[2H]